COC(CNCC1=CC(=CC=C1)C=1OC(=NN1)C=1C(=C(C=CC1)C1=CC=CC=C1)Cl)=O (3-(5-(2-Chloro-[1,1'-biphenyl]-3-yl)-1,3,4-oxadiazol-2-yl)benzyl)glycine methyl ester